Cl.O1C[C@@H](CC1)N (3R)-oxolan-3-amine hydrogen chloride